CC1=C(OCC(=O)N2C[C@H]3N(C(C4=C(NC3=O)C=CC(=C4)C4=CC(=CC=C4)C(F)(F)F)=O)CC2)C=CC(=C1)OC(F)(F)F (R)-2-(2-(2-methyl-4-(trifluoromethoxy)phenoxy)acetyl)-8-(3-(trifluoromethyl)phenyl)-1,3,4,12a-tetrahydrobenzo[e]pyrazino[1,2-a][1,4]diazepine-6,12(2H,11H)-dione